2-(7-fluoro-9H-carbazol-2-yl)-N-(2-hydroxybenzyl)acetamide FC1=CC=C2C=3C=CC(=CC3NC2=C1)CC(=O)NCC1=C(C=CC=C1)O